C(C)(C)(C)OC(NCC[C@H](CCl)O)=O (R)-(4-chloro-3-hydroxybutyl)carbamic acid tert-butyl ester